4-[4-(4-methoxyphenoxy)phenyl]sulfonylmorpholin COC1=CC=C(OC2=CC=C(C=C2)S(=O)(=O)N2CCOCC2)C=C1